BrC=1N=C(N(N1)C1OCCCC1)C(C[C@H](C1=CC(=C(C=C1)F)F)O[Si](C)(C)C(C)(C)C)=O (3R)-1-(5-bromo-2-tetrahydropyran-2-yl-1,2,4-triazol-3-yl)-3-[tert-butyl-(dimethyl)silyl]oxy-3-(3,4-difluorophenyl)propan-1-one